ClC=1C=CC2=C(C(CO2)C2N(CCC(C2)C(=O)N)C(=O)C2=NNC(=C2)C2=CC(=NC=C2Cl)OC)C1 (5-chloro-2,3-dihydrobenzofuran-3-yl)-1-(5-(5-chloro-2-methoxypyridin-4-yl)-1H-pyrazole-3-carbonyl)piperidine-4-carboxamide